3-[(2,5-Dichlorophenyl)thio]pyridazine-4-carboxylic acid ClC1=C(C=C(C=C1)Cl)SC=1N=NC=CC1C(=O)O